The molecule is an indole alkaloid with a heterotetracyclic skeleton isolated from Penicillium oxalicum and has been shown to exhibit cytotoxic activity. It has a role as an antineoplastic agent and a Penicillium metabolite. It is an enol ether, a member of imidazoles, a lactam, an organic heterotetracyclic compound and an indole alkaloid. CC(C)(C=C)[C@]12C=C(C(=O)N\\3[C@@]1(NC(=O)/C3=C\\C4=CN=CN4)N(C5=CC=CC=C25)OC)OC